NC1=NC=C2C(=N1)N(C(N(C2)C2=C(C=CC=C2C)F)=O)[C@@H]2CNCCC2 7-amino-3-(2-fluoro-6-methyl-phenyl)-1-[(3S)-3-piperidyl]-4H-pyrimido[4,5-d]pyrimidin-2-one